3,5-Dichloropyridin-N-oxid ClC=1C=[N+](C=C(C1)Cl)[O-]